gadolinium (III) 2,2',2''-(10-(14-octadecyl-2,6,10,13-tetraoxo-4,8-dioxa-3,7,11,14-tetraazadotriacontyl)-1,4,7,10-tetraazacyclododecane-1,4,7-triyl)triacetate C(CCCCCCCCCCCCCCCCC)N(C(CNC(CONC(CONC(CN1CCN(CCN(CCN(CC1)CC(=O)[O-])CC(=O)[O-])CC(=O)[O-])=O)=O)=O)=O)CCCCCCCCCCCCCCCCCC.[Gd+3]